vitamin C phosphate calcium [Ca+2].P(=O)([O-])([O-])[O-].OC=1[C@H](OC(C1O)=O)[C@H](CO)O.P(=O)([O-])([O-])[O-].[Ca+2].[Ca+2]